5-{3-[(1,1'-Biphenyl)-2-ylamino]-2-hydroxypropyl}-1,3-oxazol-2(3H)-thione C1(=C(C=CC=C1)NCC(CC1=CNC(O1)=S)O)C1=CC=CC=C1